C1(=CC=C2C=CC=CC=C12)C(=O)N azulenamide